ethyl 3-((6-(4,5-dihydro-1H-benzo[d]azepin-3(2H)-yl)-2-(pyridin-2-yl)pyrimidin-4-yl)amino)propanoate, monohydrochloride Cl.C1CN(CCC2=C1C=CC=C2)C2=CC(=NC(=N2)C2=NC=CC=C2)NCCC(=O)OCC